zirconium(IV) orthosilicate [Si]([O-])([O-])([O-])[O-].[Zr+4]